C(CCCCCCCCC)OCCCCCO pentylene glycol monodecanyl ether